C(C=C)N1C=[N+](C=C1)C 1-allyl-3-methylimidazolium